ClC1=NC(=CC=C1C(=O)NS(=O)(=O)C1=CC=CC(=N1)NCCC[C@H]1CC(N(C1)C(=O)OC(C)(C)C)(C)C)N1N=C(C=C1)OCCC(C(F)(F)F)(C)C tert-Butyl (4S)-4-[3-[[6-[[2-chloro-6-[3-(4,4,4-trifluoro-3,3-dimethyl-butoxy)pyrazol-1-yl]pyridine-3-carbonyl]sulfamoyl]-2-pyridyl]amino]propyl]-2,2-dimethyl-pyrrolidine-1-carboxylate